4-[(5-cyclopropyl-2-pyridinyl)amino]-N-methyl-3-(1-methylimidazol-4-yl)benzenesulfonamide C1(CC1)C=1C=CC(=NC1)NC1=C(C=C(C=C1)S(=O)(=O)NC)C=1N=CN(C1)C